ClC1=CC2=C(N=C(O2)C2=CC=C(C=C2)C2=CC=C(C=C2)NC(C(F)(F)F)=O)C=C1 N-(4'-(6-chlorobenzo[d]oxazol-2-yl)-[1,1'-biphenyl]-4-yl)-2,2,2-trifluoroacetamide